9-(1-((6-Cyanopyridin-2-yl)methyl)-1H-pyrazol-4-yl)-2-(2,6-dichlorophenyl)imidazo[2,1-f][1,6]naphthyridine-3-carboxamide C(#N)C1=CC=CC(=N1)CN1N=CC(=C1)C=1C=NC=2C=CN3C(C2C1)=NC(=C3C(=O)N)C3=C(C=CC=C3Cl)Cl